[Pb].[Ti].ClC1=C(C=C(C=C1)NC(C1=CC(=CC=C1)C(F)(F)F)=O)C#C N-(4-chloro-3-ethynylphenyl)-3-(trifluoromethyl)benzamide titanium Lead